C[C@]12OCC[C@@H]1[C@]1(CCCC(C1=CC2)(C)C)C |r| (3aRS,9aRS,9bRS)-3a,6,6,9a-tetramethyl-1,2,3a,4,6,7,8,9,9a,9b-decahydronaphtho[2,1-b]furan